N-[(3,5-difluoropyridin-2-yl)methyl]-2-(3-propyl-[1,4'-bipiperidin]-1'-yl)-1,3-thiazole-5-carboxamide FC=1C(=NC=C(C1)F)CNC(=O)C1=CN=C(S1)N1CCC(CC1)N1CC(CCC1)CCC